C(C)(C)C1=C(C(=CC=C1)C(C)C)N1C(=NC=C1)C=1C=C(C=C(C1)C1=CC=CC=C1)O 5-(1-(2,6-diisopropylphenyl)-1H-imidazol-2-yl)-[1,1'-biphenyl]-3-ol